BrC1=C(O[Ti])C(=CC(=C1)C(C)(C)C)Br 2,6-dibromo-4-(tert-butyl)phenoxytitanium